3-hydroxy-1-(3-chloro-2-pyridyl)-5-cyanopyrazole OC1=NN(C(=C1)C#N)C1=NC=CC=C1Cl